C(C)(C)(C)N(C(CN1C(C2=CC(=CC=C2C1)C1=NC(=NC=C1Cl)NC1CCOCC1)=O)=O)CCO[Si](C)(C)C(C)(C)C N-tert-butyl-N-{2-[(tert-butyldimethylsilyl)oxy]ethyl}-2-(6-{5-chloro-2-[(oxan-4-yl)amino]pyrimidin-4-yl}-1-oxo-2,3-dihydro-1H-isoindol-2-yl)acetamide